(R)-3-((7-azaspiro[4.5]decan-10-yl)methyl)-6-fluoroquinazolin-4(3H)-one C1CCCC12CNCC[C@H]2CN2C=NC1=CC=C(C=C1C2=O)F